(S)-N-(1-amino-3-hydroxy-1-oxopropan-2-yl)-2-methyl-5-((3-methylisoxazol-5-yl)methyl)benzofuran NC(C(CO)N1OC(=C[C@@H]1C)CC=1C=CC2=C(C=C(O2)C)C1)=O